7-methyl-1-(4-(morpholinomethyl)phenyl)-1,4-dihydrothiochromeno[4,3-c]pyrazole-3-carboxylic acid ethyl ester 5,5-dioxide C(C)OC(=O)C=1C2=C(N(N1)C1=CC=C(C=C1)CN1CCOCC1)C=1C=CC(=CC1S(C2)(=O)=O)C